FC1=CC=C(C(=O)C2=CC=NC=C2)C=C1 4-(4-fluoro-benzoyl)-pyridin